O1CCC(CC1)N1N=CC(=C1C=1C=NC(=CC1)NC(C)C)C(=O)N[C@@H]1C(NC2=C(C(=N1)C1=CC=CC=C1)C=CC=C2F)=O 1-(Oxacyclohex-4-yl)-5-[6-(prop-2-ylamino)pyridin-3-yl]-N-[(3S)-9-fluoro-2-oxo-5-phenyl-1,3-dihydro-1,4-benzodiazepine-3-yl]Pyrazole-4-carboxamide